NCC1=CN=CO1 5-aminomethyl-1,3-oxazole